[3-[2-(3-Chlorophenyl)ethynyl]-6,8-dihydro-5H-[1,2,4]triazolo[4,3-a]pyrazin-7-yl]-pyrrolidin-1-yl-methanone ClC=1C=C(C=CC1)C#CC1=NN=C2N1CCN(C2)C(=O)N2CCCC2